[1-[2-(Dimethylamino)ethyl]-6-(5-methoxy-1H-pyrazol-4-yl)indol-3-yl]-(6-fluorochroman-3-yl)methanone CN(CCN1C=C(C2=CC=C(C=C12)C=1C=NNC1OC)C(=O)C1COC2=CC=C(C=C2C1)F)C